7-FORMYL-8-QUINOLINOL C(=O)C1=CC=C2C=CC=NC2=C1O